FC1(CC(C1)C(=CC(=O)N[C@@H](C)C1=CC(=CC=C1)OC(F)(F)F)O)F 3-(3,3-Difluorocyclobutyl)-3-hydroxy-N-((S)-1-(3-(trifluoromethoxy)phenyl)ethyl)propenamide